6-formylquinoline-4-carboxylic acid methyl ester COC(=O)C1=CC=NC2=CC=C(C=C12)C=O